3-[3-(4-{5-[(tert-butyldimethylsilyl)oxy]-1-(oxan-2-yl)-1H-indazol-3-yl}-1H-pyrazol-1-yl)propoxy]propyl methanesulfonate CS(=O)(=O)OCCCOCCCN1N=CC(=C1)C1=NN(C2=CC=C(C=C12)O[Si](C)(C)C(C)(C)C)C1OCCCC1